NC1=CC(=NC=C1C(=O)N1CCC=2N(N=C3CCN(CC1C23)C(C=C)=O)C2=C(C=C(C=C2)SC(F)(F)F)O)C(F)(F)F 1-(5-(4-amino-6-(trifluoromethyl)nicotinoyl)-2-(2-hydroxy-4-((trifluoromethyl)thio)phenyl)-2,3,4,5,5a,6,8,9-octahydro-7H-1,2,5,7-tetraazabenzo[cd]azulen-7-yl)prop-2-en-1-one